C(C)C(CN(C(CC(C(=O)OCCC)C)CC1=CC=CC=C1)C(=O)OCC(C)C)CCCC propyl 4-((2-ethylhexyl)(isobutoxycarbonyl)amino)-2-methyl-5-phenylpentanoate